tungsten(II) iodide [W](I)I